bis(1,2-diethylcyclopentadienyl)zirconium dichloride [Cl-].[Cl-].C(C)C1(C(=CC=C1)CC)[Zr+2]C1(C(=CC=C1)CC)CC